C(C)(C)(C)OC(CC1([C@@H]2C=C(C[C@@H]2C1)CC)CC(=O)N)=O (1r,5s)-[3-ethyl-6-(2-amino-2-oxoethyl)bicyclo[3.2.0]hept-3-en-6-yl]acetic acid tert-butyl ester